C(C)OCN1C=NC(=C1)C1(CC1)N 1-[1-(ethoxymethyl)imidazol-4-yl]cyclopropanamine